FC=1C(=CC(=C(C(=O)NC2=C(C=NC=C2)C)C1)O[C@H](C(F)(F)F)C)N1N=C2N(CCCC2)C1=O 5-fluoro-N-(3-methylpyridin-4-yl)-4-(3-oxo-5,6,7,8-tetrahydro[1,2,4]triazolo[4,3-a]pyridin-2(3H)-yl)-2-{[(2S)-1,1,1-trifluoropropan-2-yl]oxy}benzamide